(R)-2-((1-(2-(4-(4-acetylpiperazin-1-yl)-3-fluorophenyl)-3,6-dimethyl-4-oxo-4H-chromen-8-yl)ethyl)amino)benzoic acid C(C)(=O)N1CCN(CC1)C1=C(C=C(C=C1)C=1OC2=C(C=C(C=C2C(C1C)=O)C)[C@@H](C)NC1=C(C(=O)O)C=CC=C1)F